C12(C=CC3=CC=CC=C13)CC(CCC2)=O spiro[cyclohexane-1,1'-indene]-3-one